Cl.CC1=NC2=CC=CC=C2C(=N1)OCCCN1CCC(CC1)=O 1-(3-((2-Methylquinazolin-4-yl)oxy)propyl)piperidin-4-one hydrochloride